methyl 6-cyano-5-(trifluoromethanesulfonyloxy)-2,3-dihydro-1H-indene-4-carboxylate C(#N)C=1C(=C(C=2CCCC2C1)C(=O)OC)OS(=O)(=O)C(F)(F)F